BrC1=C2CCN(C(C2=CC(=C1)CN1C(=NC=C1)C)=O)CC1=NC=C(C#N)C(=C1)OCC 6-((5-bromo-7-((2-methyl-1H-imidazol-1-yl)methyl)-1-oxo-3,4-dihydroisoquinolin-2(1H)-yl)methyl)-4-ethoxy-nicotinonitrile